5-(1-(2,2-difluoropropyl)-1H-benzo[d][1,2,3]triazol-6-yl)-6-fluoro-N-((3R,4S)-3-fluoro-1-methylpiperidin-4-yl)-4-methoxypyrrolo[2,1-f][1,2,4]triazin-2-amine FC(CN1N=NC2=C1C=C(C=C2)C=2C(=CN1N=C(N=C(C12)OC)N[C@@H]1[C@@H](CN(CC1)C)F)F)(C)F